S1C(=CC=C1)CO Thiophene-2-yl-methanol